NCCNCCCO[Si](OCC)(OCC)C1=CC=C(C=C1)OCC (aminoethylaminomethyl)phenetyltriethoxysilane